2,6-di-tert-butyl-N,N'-bis(4-isopropylphenyl)-N,N'-bis(p-tolyl)anthracene-9,10-diamine C(C)(C)(C)C1=CC2=C(C3=CC=C(C=C3C(=C2C=C1)N(C1=CC=C(C=C1)C)C1=CC=C(C=C1)C(C)C)C(C)(C)C)N(C1=CC=C(C=C1)C)C1=CC=C(C=C1)C(C)C